C(C1=CC=CC=C1)OCCC(=O)NC=1C=NC=CC1O 3-(benzyloxy)-N-(4-hydroxypyridin-3-yl)propanamide